4-(But-2-ynyloxy)nitrobenzene C(C#CC)OC1=CC=C(C=C1)[N+](=O)[O-]